((1S,4aS,8aS)-5,5,8a-trimethyl-2-oxodecahydronaphthalen-1-yl)methyl formate C(=O)OC[C@H]1C(CC[C@H]2C(CCC[C@]12C)(C)C)=O